3-ethyl-7-(((1S,6R)-5-(3-(Methylamino)isoxazolo[4,5-b]pyridin-6-yl)-2,5-diazabicyclo[4.2.0]octane-2-yl)methyl)-1,5-naphthyridin-2(1H)-one C(C)C=1C(NC2=CC(=CN=C2C1)CN1[C@H]2CC[C@H]2N(CC1)C=1C=C2C(=NC1)C(=NO2)NC)=O